FC(CC1=C(C=CC=C1F)NC(=S)C1=C(CCN(C1=O)C(=O)OC(C)(C)C)O)F tert-butyl 5-{[2-(2,2-difluoroethyl)-3-fluorophenyl]carbamothioyl}-4-hydroxy-6-oxo-3,6-dihydropyridine-1(2H)-carboxylate